N-(1,1'-biphenyl-4-yl)-N-(9,9-dimethyl-9H-fluoren-4-yl)-benzo[b]naphtho[1,2-d]furan-8-amine C1(=CC=C(C=C1)N(C=1C=CC=C2C1OC1=C2C=2C=CC=CC2C=C1)C1=CC=CC=2C(C3=CC=CC=C3C12)(C)C)C1=CC=CC=C1